C(C)(=O)OC1C(C=2C(=NC(=CC2)C(F)(F)F)C1)=O 5-oxo-2-(trifluoromethyl)-6,7-dihydro-5H-cyclopenta[b]pyridin-6-yl acetate